tert-Butyl 4-(((1r,4r)-4-(5-(imidazo[1,2-b]pyridazin-3-ylcarbamoyl)-6-methoxy-2H-indazol-2-yl)cyclohexyl)methyl)piperazine-1-carboxylate N=1C=C(N2N=CC=CC21)NC(=O)C2=CC1=CN(N=C1C=C2OC)C2CCC(CC2)CN2CCN(CC2)C(=O)OC(C)(C)C